N-((R)-(3-chloro-4-fluorophenyl)(3-(trifluoromethyl)bicyclo[1.1.1]pentan-1-yl)methyl)-3-oxopiperazine-1-carboxamide ClC=1C=C(C=CC1F)[C@H](NC(=O)N1CC(NCC1)=O)C12CC(C1)(C2)C(F)(F)F